OCC(CO)NCC(CCCC(C(=O)O)=N)CC 6-(((1,3-dihydroxypropan-2-yl)amino)methyl)-2-iminooctanoic acid